methyl (E)-4-((4-((tert-butoxycarbonyl)amino)but-2-en-1-yl)amino)-3-methoxy-5-nitrobenzoate C(C)(C)(C)OC(=O)NC/C=C/CNC1=C(C=C(C(=O)OC)C=C1[N+](=O)[O-])OC